(3S,3aS,8bR)-3-acetamido-N-(4-(chlorodifluoromethoxy)phenyl)-4-isopropyl-5-(pyrimidin-5-yl)-1,2,3,3a,4,8b-hexahydrocyclopenta[b]indole-7-carboxamide C(C)(=O)N[C@H]1CC[C@H]2[C@@H]1N(C=1C(=CC(=CC21)C(=O)NC2=CC=C(C=C2)OC(F)(F)Cl)C=2C=NC=NC2)C(C)C